(2R)-2-(6-{5-chloro-2-[(oxan-4-yl)amino]pyrimidin-4-yl}-1-oxo-2,3-dihydro-1H-isoindol-2-yl)-N-[1-(hydroxymethyl)-2,3-dihydro-1H-inden-1-yl]propanamide ClC=1C(=NC(=NC1)NC1CCOCC1)C1=CC=C2CN(C(C2=C1)=O)[C@@H](C(=O)NC1(CCC2=CC=CC=C12)CO)C